C(C)OCCN1N=CC(=C1)NC=1SC=C(N1)C1=CC=C(C=C1)N1C(N[C@@H](C1)C)=O 1-(4-{2-[1-(2-Ethoxy-ethyl)-1H-pyrazol-4-ylamino]-thiazol-4-yl}-phenyl)-4-(R)-methyl-imidazolidin-2-one